glyoxylic acid-monohydrate O.C(C=O)(=O)O